2,7-diphenyl-amino-benzothiadiazole C1(=CC=CC=C1)N1SC2=C(N1)C(=CC=C2C2=CC=CC=C2)N